NC(C[C@H](C(=O)NCC[C@H](C(=O)OC1=CC=C(C=C1)Br)C)NC(CCCCCCC)=O)=O 4-bromophenyl (R)-4-((R)-4-amino-2-octanamido-4-oxobutanamido)-2-methylbutanoate